NC=1C2=C(N=CN1)N(C(=C2C2=C(C=C(C=C2)N=S2(CCCCC2)=O)F)C2=CC=C(C=C2)NC(C(=C)C)=O)C N-(4-(4-amino-5-(2-fluoro-4-((1-oxotetrahydro-2H-1λ6-thiopyran-1-ylidene)amino)phenyl)-7-methyl-7H-pyrrolo[2,3-d]pyrimidin-6-yl)phenyl)methacrylamide